C(C(=C)C)(=O)OCCOCCOC(C(=C)C)=O bis-(2-methacryloyloxyethyl) ether